6-bromo-5-(7,8-dimethyl-[1,2,4]triazolo[1,5-a]pyridin-6-yl)-4H-pyrrolo[3,2-d]thiazole-2,4-dicarboxylic acid 4-(tert-butyl) 2-methyl ester COC(=O)C=1SC2=C(N1)C(=C(N2C(=O)OC(C)(C)C)C=2C(=C(C=1N(C2)N=CN1)C)C)Br